N(C1=CC=CC=C1)C1=CC(=C(C(=N1)Cl)C#N)C 6-anilino-2-chloro-4-methyl-3-cyanopyridine